COC=1C=C(C=C(C1)OC)C1=CC=C(C=C1)/C=C/C1=CC(=C(C=C1)O)CN1CCN(CCN(CC1)C)C (E)-4-(2-(3',5'-dimethoxy-[1,1'-biphenyl]-4-yl)vinyl)-2-((4,7-dimethyl-1,4,7-triazonan-1-yl)methyl)phenol